CC1=CC=2C(=CN=CC2)S1 methylthieno[2,3-c]pyridin